C(C)(=O)NCC=1C=2N(C=C(N1)C)C=C(N2)NC(=O)C2=CC=C(C1=CN(N=C21)C)N2CCC(CC2)NC2CC2 N-[8-(acetamidomethyl)-6-methyl-imidazo[1,2-a]pyrazin-2-yl]-4-[4-(cyclopropylamino)-1-piperidyl]-2-methyl-indazole-7-carboxamide